N-(2-hydroxyethyl)amide OCC[NH-]